2-Fluoro-4-methoxy-5-nitroaniline FC1=C(N)C=C(C(=C1)OC)[N+](=O)[O-]